4-(1-Ethoxyvinyl)-2,7-naphthyridin-1(2H)-one C(C)OC(=C)C1=CNC(C2=CN=CC=C12)=O